NCCC=1C=CC2=C(N([C@H](C(N[C@@H](C2)CO[Si](C2=CC=CC=C2)(C2=CC=CC=C2)C(C)(C)C)=O)C(C)C)C)C1 (2S,5S)-9-(2-aminoethyl)-5-(((tert-butyldiphenylsilyl)oxy)methyl)-2-isopropyl-1-methyl-1,4,5,6-tetrahydrobenzo[e][1,4]diazocin-3(2H)-one